methyl 2-(4-(4-aminopyrimidin-2-yl) phenoxy)-2-methylpropionate NC1=NC(=NC=C1)C1=CC=C(OC(C(=O)OC)(C)C)C=C1